C1(CC1)C1=CC(=C(C(=C1)[N+](=O)[O-])N[C@H]1[C@H](CC2CCCC2C1)NC(=O)C1=CC(NC2=CC=CC=C12)=O)C(NC)=O N-((5S,6R)-6-((4-cyclopropyl-2-(methylcarbamoyl)-6-nitrophenyl)amino)octahydro-1H-inden-5-yl)-2-oxo-1,2-dihydroquinoline-4-carboxamide